C(#C)C1=CC=C(O1)CN(C)C (5-ethynyl-furan-2-yl)N,N-dimethyl-methylamine